carbon silicon molybdenum [Mo].[Si].[C]